N1=CC=C(C=C1)C1=CNC2=NC(=CC=C21)NC(=O)C2CC2 N-[3-(pyridin-4-yl)-1H-pyrrolo[2,3-b]pyridin-6-yl]cyclopropanecarboxamide